C(CCCCCCC)OC(CCC(=O)OCCCCCCN(CCCCCCCC(=O)OC\C=C\CCC)CCO)OCCCCCCCC (E)-hex-2-en-1-yl 8-((6-((4,4-bis(octyloxy)butanoyl)oxy)hexyl)(2-hydroxyethyl)amino)octanoate